benzyl (S)-3-(((benzyloxy)carbonyl)amino)-5-oxoazepane-1-carboxylate C(C1=CC=CC=C1)OC(=O)N[C@@H]1CN(CCC(C1)=O)C(=O)OCC1=CC=CC=C1